FC(N1N=NN=C1COC1=C(C(=O)NC2=NN=NN2C)C=CC(=N1)C(F)(F)F)F 2-((1-(difluoromethyl)-1H-tetrazol-5-yl)methoxy)-N-(1-methyl-1H-tetrazol-5-yl)-6-(trifluoromethyl)nicotinamide